tert-Butyl (4-((s)-4-methyl-1-oxo-1-(((s)-3-oxo-1-((s)-2-oxopyrrolidin-3-yl)-4-(2,3,5,6-tetrafluorophenoxy)butan-2-yl)amino)pentan-2-yl)-3-oxo-3,4-dihydropyrazin-2-yl)carbamate CC(C[C@@H](C(N[C@@H](C[C@H]1C(NCC1)=O)C(COC1=C(C(=CC(=C1F)F)F)F)=O)=O)N1C(C(=NC=C1)NC(OC(C)(C)C)=O)=O)C